{1-(1-{[1-(5-chloro-3-fluoropyridin-2-yl)piperidin-4-yl]carbonyl}piperidin-4-yl)-3-[4-(7H-pyrrolo[2,3-d]pyrimidin-4-yl)-1H-pyrazol-1-yl]azetidin-3-yl}acetonitrile ClC=1C=C(C(=NC1)N1CCC(CC1)C(=O)N1CCC(CC1)N1CC(C1)(N1N=CC(=C1)C=1C2=C(N=CN1)NC=C2)CC#N)F